N-(3-fluoro-4-((6-methoxy-7-(2-((3-methoxycyclobutyl)amino)ethoxy)quinolin-4-yl)oxy)phenyl)-5-(4-fluorophenyl)-6-oxo-2,3,5,6-tetrahydrofuro[3,2-c]pyridine-7-carboxamide FC=1C=C(C=CC1OC1=CC=NC2=CC(=C(C=C12)OC)OCCNC1CC(C1)OC)NC(=O)C1=C2C(=CN(C1=O)C1=CC=C(C=C1)F)CCO2